N-stearoyl-L-glutamat C(CCCCCCCCCCCCCCCCC)(=O)N[C@@H](CCC(=O)[O-])C(=O)[O-]